CCCCCC(=O)/C=C/[C@H]1[C@@H](CC(=O)[C@@H]1CCCCCCC(=O)[O-])O The molecule is conjugate base of 15-dehydro-prostaglandin E1. It has a role as a human metabolite. It is a conjugate base of a 15-dehydro-prostaglandin E1.